N-acetyl-glutamine isostearyl-(isostearyl-acetyl-glutaminate) C(CCCCCCCCCCCCCCC(C)C)[C@](N(C(C)=O)CCCCCCCCCCCCCCCC(C)C)(CCC(N)=O)C(=O)O.C(C)(=O)N[C@@H](CCC(N)=O)C(=O)O